C[C@@H]1CNC(C=2N1C1=C(C2)C=CC(=N1)C(=O)NC1=C(C=C(C=C1)N1CCN(CC1)C1=CC=CC=C1)S(N)(=O)=O)=O (R)-9-methyl-6-oxo-N-(4-(4-phenylpiperazin-1-yl)-2-sulfamoylphenyl)-6,7,8,9-tetrahydropyrido[3',2':4,5]pyrrolo[1,2-a]pyrazine-2-carboxamide